(E)-2-(1-methyl-2-(4-(trifluoromethyl)benzylidene)hydrazinyl)-4,6-diphenylpyrimidine CN(/N=C/C1=CC=C(C=C1)C(F)(F)F)C1=NC(=CC(=N1)C1=CC=CC=C1)C1=CC=CC=C1